Phosphoroyl trichloride P(=O)(Cl)(Cl)Cl